C1(CC1)C1=CC=C2C=C(C(NC2=C1F)=O)C(C1=C(C(=C(C(=C1F)F)F)F)F)=O 7-cyclopropyl-8-fluoro-3-(perfluorobenzoyl)quinolin-2(1H)-one